ethoxymethylenephosphane C(C)OC=P